C(C(C)C)SC1=C(OC2=C(C=C(C=C2)C2=NOC(=N2)CN2C(NC3(C2=O)CCCCC3)=O)C(F)(F)F)C=CC=C1 3-((3-(4-(2-(isobutylthio)phenoxy)-3-(trifluoromethyl)phenyl)-1,2,4-oxadiazol-5-yl)methyl)-1,3-diazaspiro[4.5]decane-2,4-dione